CC(C)(COP(=O)([O-])OP(=O)([O-])OC[C@@H]1[C@H]([C@H]([C@@H](O1)N2C=NC3=C(N=CN=C32)N)O)OP(=O)([O-])[O-])[C@H](C(=O)NCCC(=O)NCCSC(=O)CC(C(=O)[O-])O)O The molecule is an omega-carboxyacyl-CoA(5-) obtained by deprotonation of the phosphate, diphosphate and carboxy groups of any 3-carboxy-3-hydroxypropanoyl-CoA; major species at pH 7.3. It is an omega-carboxyacyl-CoA(5-) and a monocarboxylic acid anion. It is a conjugate base of a 3-carboxy-3-hydroxypropanoyl-CoA.